COC=1C=C(C=CC1)C(C(C(=O)C1=CC=CC=C1)C)=O 1-(3-methoxyphenyl)-2-methyl-3-phenylpropane-1,3-dione